tert-Butyl (1S,4s)-4-(2-fluoro-4-methoxy-5-(((1R,2S)-2-(((S)-3-methylbutan-2-yl)carbamoyl)cyclopentyl)carbamoyl)phenoxy)-1-methylcyclohexane-1-carboxylate FC1=C(OC2CCC(CC2)(C(=O)OC(C)(C)C)C)C=C(C(=C1)OC)C(N[C@H]1[C@H](CCC1)C(N[C@@H](C)C(C)C)=O)=O